(R)-N-(4-((5-(1,6-dimethyl-1H-pyrazolo[3,4-b]pyridin-4-yl)-3-methyl-4,5,6,7-tetrahydro-1H-pyrazolo[4,3-c]pyridin-1-yl)methyl)bicyclo[2.2.2]oct-1-yl)-2-(methylamino)propionamide CN1N=CC=2C1=NC(=CC2N2CC1=C(CC2)N(N=C1C)CC12CCC(CC1)(CC2)NC([C@@H](C)NC)=O)C